catechol fluorine [F].C=1(O)C(O)=CC=CC1